N=CN 1,3-diaza-propylene